C1CC(C2=C(C=3C(CCC3C=C12)([2H])[2H])NC(=O)N=[S@](=O)(N)C1=CN=C(S1)C(C)(C)O)([2H])[2H] (R)-N'-((1,2,3,5,6,7-hexahydro-s-indacen-4-yl-3,3,5,5-d4)carbamoyl)-2-(2-hydroxy-propan-2-yl)thiazole-5-sulfonimidamide